COC1=NC=C(C=N1)/C=C/C(=O)O (E)-3-(2-methoxypyrimidin-5-yl)acrylic acid